6-(5-methyl-1,3,4-oxadiazol-2-yl)pyridine CC1=NN=C(O1)C1=CC=CC=N1